C(C1=CC=CC=C1)OC1=C(C(=CC(=C1)OCC1=CC=CC=C1)F)C[C@H]([C@H](O)C1=CC(=C(C=C1)OCOC)OCOC)OCOC (1R,2R)-3-(2,4-bis(benzyloxy)-6-fluorophenyl)-1-(3,4-bis(methoxymethoxy)phenyl)-2-(methoxymethoxy)propan-1-ol